C(C=C)(=O)OCCC(=O)O β-acryloyl-oxypropionic acid